C(C)(=O)N1CCC(CC1)C1=NN(C=2C=CC=C(C12)C1=C(C=C2C=NN(C2=C1)C)F)CCCCC(=O)NCC(=O)OCC ethyl 2-{5-[3-(1-acetylpiperidin-4-yl)-5'-fluoro-1'-methyl-[4,6'-biindazol]-1-yl]pentanamido}acetate